1,1-bis-trimethoxysilylmethane CO[Si](C[Si](OC)(OC)OC)(OC)OC